O=C1NC(CCC1N1C(C2=CC=C(C(=C2C1=O)F)CN1CCN(CC1)C1=CC(=C(C=C1)NC1=NC=C(C(=C1)NC1=C(C(=O)NC)C=CC=C1)C(F)(F)F)OC)=O)=O 2-((2-((4-(4-((2-(2,6-dioxopiperidin-3-yl)-4-fluoro-1,3-dioxoisoindolin-5-yl)methyl)piperazin-1-yl)-2-methoxyphenyl)amino)-5-(trifluoromethyl)pyridin-4-yl)amino)-N-methylbenzamide